ClC=1C=C(C(=NC1)N1C([C@@H](N(C(C1)=O)CC1=CC=C(C=C1)F)C1CC(C1)O)=O)F (S)-1-(5-chloro-3-fluoro-pyridin-2-yl)-4-(4-fluoro-benzyl)-3-((1r,3S)-3-hydroxycyclobutyl)-piperazine-2,5-dione